OC1=C(C(=C(C(=C1C(=O)O)O)C(=O)O)O)C(=O)O 2,4,6-trihydroxy-1,3,5-tricarboxyl-benzene